2-[4-[4-(carboxymethoxy)phenyl]sulfonylphenoxy]acetic acid C(=O)(O)COC1=CC=C(C=C1)S(=O)(=O)C1=CC=C(OCC(=O)O)C=C1